N-methyl-6-((1-methyl-1H-pyrazol-3-yl)amino)-4-((3-(methylthio)pyridin-2-yl)amino)pyridazine-3-carboxamide CNC(=O)C=1N=NC(=CC1NC1=NC=CC=C1SC)NC1=NN(C=C1)C